acryloylamino-2,2-dimethylethanesulfonic acid C(C=C)(=O)NC(C(C)C)S(=O)(=O)O